[N+](=O)([O-])C=1C=C(C=C2C=C(C(OC12)=O)C#N)C1=CC=C(C=C1)C 8-nitro-2-oxo-6-(p-tolyl)-2H-chromen-3-carbonitrile